C(C1=CC=CC=C1)OC1CC(C1)N1CCCC2=CC(=CC(=C12)C1=C2C(=NC=C1)C=C(S2)CO[Si](C)(C)C(C)(C)C)Cl [7-[1-(3-benzyloxycyclobutyl)-6-chloro-3,4-dihydro-2H-quinolin-8-yl]thieno[3,2-b]pyridin-2-yl]methoxy-tert-butyl-dimethyl-silane